4-[(3S)-3-[2-chloro-4-(2-oxa-6-azaspiro[3.3]heptan-6-yl)phenyl]-1,4-oxazepan-4-yl]-6-methyl-pyrimidin-2-amine ClC1=C(C=CC(=C1)N1CC2(COC2)C1)[C@H]1COCCCN1C1=NC(=NC(=C1)C)N